BrC=1C=C(C=NC1)C1=CC(=NN1)C1=CC=C(NC)C=C1 4-[5-(5-bromopyridin-3-yl)-1H-pyrazol-3-yl]-N-methylaniline